FC=1C=C(NC(C)C=2C=C(C=C3C(C=C(OC23)N2CCOCC2)=O)CC(=O)N(C)C)C=C(C1)F 2-[8-[1-(3,5-difluoroanilino)ethyl]-2-morpholino-4-oxo-chromen-6-yl]-N,N-dimethyl-acetamide